4-(1,3-dimethyl-1H-pyrazol-5-yl)-N-((5-fluoro-2,3-dihydrobenzofuran-4-yl)methyl)-2,6-naphthyridin-1-amine CN1N=C(C=C1C1=CN=C(C2=CC=NC=C12)NCC1=C(C=CC2=C1CCO2)F)C